1,2-difluorotrifluoromethylbenzene FC1=C(C(=CC=C1)C(F)(F)F)F